5-chloro-4-[(3R)-3-(1,1-difluoroethyl)piperazin-1-yl]-2-(4-pyridinyl)-1H-pyrimidin-6-one ClC1=C(N=C(NC1=O)C1=CC=NC=C1)N1C[C@@H](NCC1)C(C)(F)F